O=C1N(CCN2[C@@H]1CNCC2)C2=CC(=NO2)C2=CC(=CC=C2)C(F)(F)F (R)-9-Oxo-8-(3-(3-(trifluoromethyl)phenyl)isoxazol-5-yl)octahydro-2H-pyrazino[1,2-a]pyrazin